methyl (R)-4-(tetrahydro-2H-pyran-4-carbonyl)-3-(trifluoromethyl)-2,3,4,5-tetrahydrobenzo[f][1,4]oxazepine-8-carboxylate O1CCC(CC1)C(=O)N1[C@H](COC2=C(C1)C=CC(=C2)C(=O)OC)C(F)(F)F